C(C=C)(=O)OCCOC1C2C=CC(C1)CC2 2-[(bicyclo[2.2.2]oct-5-en-2-yl)oxy]ethyl acrylate